5-isopropyl-3-(4-(1-((5-(4-(methyl-sulfonyl)phenyl)thiazolo[5,4-b]pyridin-2-yl)oxy)ethyl)piperidin-1-yl)-1,2,4-oxadiazol C(C)(C)C1=NC(=NO1)N1CCC(CC1)C(C)OC=1SC2=NC(=CC=C2N1)C1=CC=C(C=C1)S(=O)(=O)C